C(=C(C)C)[PH3+] isobutenyl-phosphonium